Cl.C(C)N(S(=O)(=O)NC=1C(=C(C(=O)C2=CNC3=NC=C(C=C32)C=3C=NC(=NC3)N3CCC(CC3)NC)C(=CC1)F)F)C 3-[3-[[ethyl(methyl)sulfamoyl]amino]-2,6-difluoro-benzoyl]-5-[2-[4-(methylamino)-1-piperidyl]pyrimidin-5-yl]-1H-pyrrolo[2,3-b]pyridine hydrochloride